C(=O)O.NC1=CN=NC2=CC(=CC=C12)C=1C=C(C=CC1OC1CC(C1)(F)F)B(O)O [3-(4-AMINOCINNOLIN-7-YL)-4-(3,3-DIFLUOROCYCLOBUTOXY)PHENYL]BORONIC ACID FORMIC ACID SALT